13-heptyl-5-(8-heptyl-13-hexyl-10,10-dimethyl-7,9,11-trioxa-10-silahenicosyl)-18-hexyl-15,15-dimethyl-12,14,16-trioxa-5-aza-15-silahexacosan-1-ol C(CCCCCC)C(OCCCCCCN(CCCCO)CCCCCCOC(O[Si](OCC(CCCCCCCC)CCCCCC)(C)C)CCCCCCC)O[Si](OCC(CCCCCCCC)CCCCCC)(C)C